glycerol mono-trans-linoleate C(CCCCCCC\C=C\C\C=C/CCCCC)(=O)OCC(O)CO